BrC=1N(C=C(N1)C(=O)OCC)CCCCO[Si](C1=CC=CC=C1)(C1=CC=CC=C1)C(C)(C)C ethyl 2-bromo-1-(4-((tert-butyldiphenylsilyl)oxy)butyl)-1H-imidazole-4-carboxylate